OCCNS(=O)(=O)C1=CC(=CC=C1)C1=C2C(=NC=C1)C=C(O2)C=2C(=NN(C2C)C)C N-(2-hydroxyethyl)-3-(2-(1,3,5-trimethyl-1H-pyrazol-4-yl)furo[3,2-b]pyridin-7-yl)benzenesulfonamide